Oxoisoindoline O=C1NCC2=CC=CC=C12